6-(3-Fluoropropoxy)pyridine-3-carbaldehyde FCCCOC1=CC=C(C=N1)C=O